3,3-difluoro-4-((6-(2-hydroxy-6-methyl-4-(trifluoromethyl)phenyl)-2H-pyrazolo[3,4-b]pyridin-2-yl)methyl)pyrrolidin-2-one FC1(C(NCC1CN1N=C2N=C(C=CC2=C1)C1=C(C=C(C=C1C)C(F)(F)F)O)=O)F